tert-butyl 8-methoxy-4-[[4-(methylamino)-2-methylsulfanyl-pyrimidin-5-yl]methylamino]-3,4-dihydro-2H-quinoline-1-carboxylate COC=1C=CC=C2C(CCN(C12)C(=O)OC(C)(C)C)NCC=1C(=NC(=NC1)SC)NC